ClC1=CC(=CC=2CN(CCOC21)CC=2C=NC(=NC2)C=2OC=CN2)N2C=CC1=CC(=CC=C21)F 9-chloro-7-(5-fluoroindol-1-yl)-4-{[2-(1,3-oxazol-2-yl)pyrimidin-5-yl]methyl}-3,5-dihydro-2H-1,4-benzoxazepine